C(C1=CC=CC=C1)SC=1C=CC2=C(SC(=C2OC)C(=O)OC)C1 methyl 6-(benzylthio)-3-methoxybenzo[b]thiophene-2-carboxylate